C(C1=CC=CC=C1)OC1=NC(=NC(=C1)C(F)(F)F)C=1C=CC=C2C(=C(C=NC12)C(=O)NN1CCOC2=C1C=CC=C2)N2CCOCC2 8-[4-benzyloxy-6-(trifluoromethyl)pyrimidin-2-yl]-N-(2,3-dihydro-1,4-benzoxazin-4-yl)-4-morpholino-quinoline-3-carboxamide